C(C)C(CCCCCCCCl)(CC)CC triethyl-octyl chloride